5-chloro-2-(difluoromethyl)-N-((1r,4r)-4-((3-(2-(1-methyl-1H-pyrazol-4-yl)pyridin-4-yl)-2-oxo-2,3-dihydro-1H-benzo[d]imidazol-1-yl)methyl)cyclohexyl)nicotinamide ClC=1C=NC(=C(C(=O)NC2CCC(CC2)CN2C(N(C3=C2C=CC=C3)C3=CC(=NC=C3)C=3C=NN(C3)C)=O)C1)C(F)F